ClC=1C=CC(=C(C1)CN(C(=O)C=1C(=NN(C1F)C)C(F)F)C1CC1)C(C)C N-[(5-Chloro-2-isopropylphenyl)methyl]-N-cyclopropyl-3-(difluoromethyl)-5-fluoro-1-methyl-pyrazol-4-carboxamid